2',3-bis-[[3-(3,5-di-tert-butyl-4-hydroxyphenyl)propanoyl]]Propionohydrazide C(C)(C)(C)C=1C=C(C=C(C1O)C(C)(C)C)CCC(=O)NNC(CCC(CCC1=CC(=C(C(=C1)C(C)(C)C)O)C(C)(C)C)=O)=O